methyl 2-(3-((5-chloro-3H-imidazo[4,5-b]pyridin-2-yl)methyl)-5-((2,4-dichlorophenyl)(hydroxy)methyl)-2-oxo-2,3-dihydro-1H-imidazol-1-yl)acetate ClC1=CC=C2C(=N1)NC(=N2)CN2C(N(C(=C2)C(O)C2=C(C=C(C=C2)Cl)Cl)CC(=O)OC)=O